NC1C(C(C1)C1=CC(=CC=C1)Cl)O racemic-2-amino-4-(3-chlorophenyl)cyclobutanol